tert-butyl (2S,4R)-4-[tert-butyl(dimethyl)silyl]oxy-2-(4,5-diiodo-1H-imidazol-2-yl)pyrrolidine-1-carboxylate [Si](C)(C)(C(C)(C)C)O[C@@H]1C[C@H](N(C1)C(=O)OC(C)(C)C)C=1NC(=C(N1)I)I